C1N[C@H](CC2=CC=CC=C12)CN(CCCCN)[C@H]1CCCC=2C=CC=NC12 N1-(((R)-1,2,3,4-tetrahydroisoquinolin-3-yl)methyl)-N-((S)-5,6,7,8-tetrahydroquinolin-8-yl)butane-1,4-diamine